tert-butyl 4-hydroxy-4-{[(2S)-1-methoxy-1-oxopent-4-en-2-yl] carbamoyl}piperidine-1-carboxylate OC1(CCN(CC1)C(=O)OC(C)(C)C)C(N[C@H](C(=O)OC)CC=C)=O